diethylhexyl malate CCCCC(CC)COC(=O)CC(C(=O)OCC(CC)CCCC)O